5-Bromo-1-(2,4,6-trimethylphenyl)-1H-pyrazol-3-amine BrC1=CC(=NN1C1=C(C=C(C=C1C)C)C)N